P(=O)(OC1=CC(=C(C=C1)C(\C=C\C1=CC=C(C=C1)O)=O)O)(O)O [3-Hydroxy-4-[(E)-3-(4-hydroxyphenyl)prop-2-enoyl]phenyl] dihydrogen phosphate